monomethylvaline CN[C@@H](C(C)C)C(=O)O